FC(OC1=C(C=O)C=CC(=C1)C1=NNC(=C1)C)F 2-(difluoromethoxy)-4-(5-methyl-1H-pyrazol-3-yl)benzaldehyde